Nα-lauroyl-L-arginine C(CCCCCCCCCCC)(=O)N[C@@H](CCCNC(N)=N)C(=O)O